N-(5-((4-((1-acetyl-1,2,3,4-tetrahydroquinolin-8-yl)amino)-5-chloropyrimidin-2-yl)amino)-2-((2-(dimethylamino)ethyl)(methyl)amino)-4-methoxyphenyl)acrylamide C(C)(=O)N1CCCC2=CC=CC(=C12)NC1=NC(=NC=C1Cl)NC=1C(=CC(=C(C1)NC(C=C)=O)N(C)CCN(C)C)OC